ClC1=NC(=NC=C1C(F)(F)F)NC1=C(C=C(C=C1)N1C[C@H](N(CC1)C(=O)OC(C)(C)C)C)CC tert-butyl (R)-4-(4-((4-chloro-5-(trifluoromethyl)pyrimidin-2-yl)amino)-3-ethylphenyl)-2-methylpiperazine-1-carboxylate